C(C)(C)(C)OC(=O)N1CCC(CC1)C=1C=NC(=CC1)N 6-amino-3',4',5',6'-tetrahydro-2'h-[3,4']bipyridinyl-1'-carboxylic acid tert-butyl ester